C(C)(=O)OCC=COB(O)O 3-acetoxy-1-propenyl-boric acid